C(C)C(CC1=C(C=C(S1)C1=C2C(SC(=C2)[Sn](C)(C)C)=C(C2=C1SC(=C2)[Sn](C)(C)C)C=2SC(=C(C2)F)CC(CCCC)CC)F)CCCC (4,8-bis(5-(2-ethylhexyl)-4-fluorothiophen-2-yl)benzo-[1,2-b:4,5-b']dithiophene-2,6-diyl)bis(trimethylstannane)